BrC1=C(C=CC=C1)[Se]C1=C(C=C(C=C1)OC)C1=C(C=CC=C1)NC(C1=NC=CC=C1)=O N-(2'-((2-bromophenyl)selanyl)-5'-methoxy-[1,1'-biphenyl]-2-yl)picolinamide